C1(=CC=CC=C1)C=1N=CNC1 4-Phenylimidazole